FC=1C=C(C=CC1)C1=CC(=CN1S(=O)(=O)C1=CC=C(C=C1)C(F)(F)F)C=O 5-(3-fluorophenyl)-1-((4-(trifluoromethyl)phenyl)sulfonyl)-1H-pyrrole-3-carbaldehyde